O=C1NC(CCC1N1C(C2=CC=3CNCC3C=C2C1=O)=O)=O 2-(2,6-dioxopiperidin-3-yl)-6,7-dihydropyrrolo[3,4-f]isoindole-1,3(2H,5H)-dione